2,4-Dihydroxy-2,5-dimethyl-3(2H)-furanone OC1(OC(=C(C1=O)O)C)C